(E)-N-(2-(2-aminoethoxy)ethyl)-3-(3-methoxyphenyl)acrylamide tert-butyl-N-[(4-ethynyl-2-hydroxy-phenyl)methyl]carbamate C(C)(C)(C)OC(NCC1=C(C=C(C=C1)C#C)O)=O.NCCOCCNC(\C=C\C1=CC(=CC=C1)OC)=O